ClC1=C(C(=O)Cl)C(=CC(=C1)Cl)F 2,4-dichloro-6-fluorobenzoyl chloride